N-[1-(5-Chlorothiophen-2-ylmethyl)-2,3-dihydro-1H-indol-5-yl]-2-thiophen-2-ylacetamide ClC1=CC=C(S1)CN1CCC2=CC(=CC=C12)NC(CC=1SC=CC1)=O